N1=CC=CC=2N(C=3C=CC=CC3C21)C2=C(C(=C(C(=C2)C2=CC=CC=C2)C#N)N2C1=C(C=3C=CC=CC23)N=CC=C1)N1C2=C(C=3C=CC=CC13)N=CC=C2 tris(5H-pyrido[3,2-b]indol-5-yl)-[1,1'-biphenyl]-2-carbonitrile